(1R,3S)-3-(3-(2-(2-((E)-(benzylimino)methyl)-3-hydroxy-5-methoxyphenoxy)acetamido)-1H-pyrazol-5-yl)cyclopentyl isopropylcarbamate C(C)(C)NC(O[C@H]1C[C@H](CC1)C1=CC(=NN1)NC(COC1=C(C(=CC(=C1)OC)O)/C=N/CC1=CC=CC=C1)=O)=O